C(C)C1=C(C=C(C(=O)O)C=C1)S(NC1=C(C=CC(=C1)C(F)(F)F)N1[C@H](CCCC1)C)(=O)=O (S)-4-Ethyl-3-(N-(2-(2-methylpiperidin-1-yl)-5-(trifluoromethyl)phenyl)sulfamoyl)benzoic acid